tris(t-butylamino)silane C(C)(C)(C)N[SiH](NC(C)(C)C)NC(C)(C)C